N1NCCC12CCCCCC2 diazaspiro[4.6]undecan